((4'-((2-(tert-butyl)-1H-imidazol-1-yl)methyl)-5-isobutyl-[1,1'-biphenyl]-2-yl)sulfonyl)(methoxycarbonyl)amide C(C)(C)(C)C=1N(C=CN1)CC1=CC=C(C=C1)C1=C(C=CC(=C1)CC(C)C)S(=O)(=O)[N-]C(=O)OC